1-cyclopentyl-5-(2,6-dimethylphenyl)-1H-pyrazol C1(CCCC1)N1N=CC=C1C1=C(C=CC=C1C)C